[Na+].S(=O)(=O)([O-])C1C(=O)NC(C1)=O sulfosuccinimide sodium salt